C1=CC=C(C=C1)COC(=O)C(CN)O Cbz-ethanolamine